4-(6-methoxy-4-methyl-3,4-dihydro-2H-pyrido[3,2-b][1,4]oxazin-7-yl)-6-methylnicotinic acid COC=1C(=CC=2OCCN(C2N1)C)C1=CC(=NC=C1C(=O)O)C